COP(=O)(OC)C(C)C(C(=O)[O-])OC1=C(C=C(C=C1)Cl)Cl 1-(dimethoxy-phosphoryl)-ethyl-(2,4-dichlorophenoxy)acetate